C(C)[C@@]1(N(CCC1)C(=O)OC(C)(C)C)\C=C\S(NC(NC1=C2CCCC2=CC=2CCCC12)=O)(=O)=O tert-butyl (S,E)-2-ethyl-2-(2-(N-((1,2,3,5,6,7-hexahydro-s-indacen-4-yl)carbamoyl)sulfamoyl)vinyl)pyrrolidine-1-carboxylate